tert-butyl (4-(2-((6-(isoxazol-4-yl)-1-(tetrahydro-2H-pyran-2-yl)-1H-benzo[d][1,2,3]triazol-4-yl)amino)ethoxy)butyl)carbamate O1N=CC(=C1)C=1C=C(C2=C(N(N=N2)C2OCCCC2)C1)NCCOCCCCNC(OC(C)(C)C)=O